ClC1=CC=C(C=C1)CN1C(C2=CC(=CC(=C2[C@]1(OCC1(CC1)CO)C1=CC=C(C=C1)Cl)F)C(C)(C)O)=O (R)-2-(4-chlorophenylmethyl)-3-(4-chlorophenyl)-4-fluoro-3-((1-(hydroxymethyl)cyclopropyl)methoxy)-6-(2-hydroxypropan-2-yl)isoindolin-1-one